C(C)OC(=O)C=1N=CN(C1N)C1=CC(=CC(=C1)Cl)Cl 5-amino-1-(3,5-dichlorophenyl)-1H-imidazole-4-carboxylic acid ethyl ester